((4-((R)-2-(4-chloro-2-fluorophenyl)-2H-chromen-8-yl)piperidin-1-yl)methyl)-3-(((S)-oxetan-2-yl)methyl)-6-(5-(trifluoromethyl)-4H-1,2,4-triazol-3-yl)-3H-imidazo[4,5-c]pyridine ClC1=CC(=C(C=C1)[C@@H]1OC2=C(C=CC=C2C=C1)C1CCN(CC1)CC1=NC2=C(C=NC(=C2)C2=NN=C(N2)C(F)(F)F)N1C[C@H]1OCC1)F